ClC1=CC2=C(NC=3CCN(CCC32)C3COC3)N=C1 3-chloro-7-(oxetan-3-yl)-5,6,7,8,9,10-hexahydropyrido[3',2':4,5]pyrrolo[2,3-d]azepine